lithium Lanthanum Zirconium Scandium Oxide [O-2].[Sc+3].[Zr+4].[La+3].[Li+]